S1SC=CC1.[Ni+2].C(C)[N+](CC)(CC)CC tetraethylammonium nickel dithiolene salt